4-(1-(trans-4-(4-(trifluoromethyl)benzyloxy)pyrrolidin-3-yl)-1H-1,2,3-triazol-4-yl)pyridazine FC(C1=CC=C(CO[C@H]2[C@@H](CNC2)N2N=NC(=C2)C2=CN=NC=C2)C=C1)(F)F